1,2-bis(o-tolylthio)benzene C1(=C(C=CC=C1)SC1=C(C=CC=C1)SC1=C(C=CC=C1)C)C